N-(4-(4-((1R,4R)-2-oxa-5-azabicyclo[2.2.1]heptan-5-yl)piperidin-1-yl)-2-methoxyphenyl)-6-((R)-3-phenylisoxazolidin-2-yl)pyrimidin-4-amine [C@H]12OC[C@H](N(C1)C1CCN(CC1)C1=CC(=C(C=C1)NC1=NC=NC(=C1)N1OCC[C@@H]1C1=CC=CC=C1)OC)C2